N1N=CC(=C1)CNC(=O)NC1=CC=C(C=C1)S(=O)(=O)C1=C(C=CC=C1)C1=C(C=CC=C1)C 1-((1H-Pyrazol-4-yl)methyl)-3-(4-((2'-methyl-[1,1'-biphenyl]-2-yl)sulfonyl)phenyl)urea